2-(3,4-Dimethoxyphenyl)-3-hydroxy-5,6,7,8-tetramethoxy-4H-1-benzopyran-4-one COC=1C=C(C=CC1OC)C=1OC2=C(C(C1O)=O)C(=C(C(=C2OC)OC)OC)OC